(2S)-2-[3-(propan-2-yl)phenoxy]propanehydrazide CC(C)C=1C=C(O[C@H](C(=O)NN)C)C=CC1